6-amino-5-(4-fluorophenyl)pyrimidin NC1=C(C=NC=N1)C1=CC=C(C=C1)F